2-({3-[(2-hydroxyethyl)amino]-2-methoxy-5-methylphenyl}-amino)ethanol OCCNC=1C(=C(C=C(C1)C)NCCO)OC